4-tert-butyl-6-methylcatechol diacetate C(C)(=O)OC=1C(OC(C)=O)=CC(=CC1C)C(C)(C)C